1,3,5-triisopropylbenzaldehyde C(C)(C)C1(C=O)CC(=CC(=C1)C(C)C)C(C)C